(5-(5-methoxy-2-nitro-[1,1'-biphenyl]-4-yl)thiophen-2-yl)(piperazin-1-yl)methanone COC=1C(=CC(=C(C1)C1=CC=CC=C1)[N+](=O)[O-])C1=CC=C(S1)C(=O)N1CCNCC1